C(C)(C)NC1=C(C=NC2=CC=C(C=C12)C=1C=NNC1)C(=O)NC1CCN(CC1)C(CC(F)(F)F)=O 4-(isopropylamino)-6-(1H-pyrazol-4-yl)-N-(1-(3,3,3-trifluoropropanoyl)piperidin-4-yl)quinoline-3-carboxamide